(S)-1-(2,5-difluorophenyl)-3-(isoquinolin-4-yl)-2-oxoimidazoline-4-carbonitrile FC1=C(C=C(C=C1)F)N1C(N([C@@H](C1)C#N)C1=CN=CC2=CC=CC=C12)=O